N-[(2-aminopyridin-3-yl)[3-methyl-4-(propan-2-yl)phenyl]methyl]-1-{2-[(dimethylcarbamoyl)amino]acetyl}-4-fluoropyrrolidine-2-carboxamide NC1=NC=CC=C1C(NC(=O)C1N(CC(C1)F)C(CNC(N(C)C)=O)=O)C1=CC(=C(C=C1)C(C)C)C